FC=1C=C(C=CC1)[C@@H]([C@@H]1[C@@H]2N(C(C=3N1N=CC(C3O)=O)=O)C(CC2)(C)C)C2=CC=C(C=C2)F (9aR,10R)-10-((S)-(3-fluorophenyl)(4-fluorophenyl)methyl)-4-hydroxy-7,7-dimethyl-8,9,9a,10-tetrahydro-7H-pyrrolo[1',2':4,5]pyrazino[1,2-b]pyridazine-3,5-dione